C(C)(=O)C=1C=C(CN2C=C(C=C(C2=O)C(NC)=O)C(=O)O)C=CC1 (3-acetyl-benzyl)-5-(methylcarbamoyl)-6-oxo-1,6-dihydropyridine-3-carboxylic acid